(S)-N-(3-((1-(6-(2-(diisopropylcarbamoyl)-4-fluorophenoxy)-1,2,4-triazine-5-yl)pyrrolidin-3-yl)methyl)-3-azaspiro[5.5]undecane-9-yl)-1H-imidazole-5-carboxamide C(C)(C)N(C(=O)C1=C(OC2=C(N=CN=N2)N2C[C@@H](CC2)CN2CCC3(CC2)CCC(CC3)NC(=O)C3=CN=CN3)C=CC(=C1)F)C(C)C